CNCC(=O)[NH-] N2-methylglycylamide